1,3-diethylimidazolium hydrogensulfate S(=O)(=O)(O)[O-].C(C)N1C=[N+](C=C1)CC